COC1=NC=NN2C1=C(C=C2)C=2C=C1C(=NC2)N=C(N1CC1=NC(=NO1)C(F)(F)F)C 6-(4-methoxypyrrolo[2,1-f][1,2,4]triazin-5-yl)-2-methyl-1-((3-(trifluoromethyl)-1,2,4-oxadiazol-5-yl)methyl)-1H-imidazo[4,5-b]pyridine